2-(6-Chloro-benzothiazol-2-ylamino)-1-methyl-1H-benzoimidazole-5-carboxylic acid [2-(3-hydroxy-propoxy)-ethyl]-amide OCCCOCCNC(=O)C1=CC2=C(N(C(=N2)NC=2SC3=C(N2)C=CC(=C3)Cl)C)C=C1